F[C@@H]1CN(CC[C@@H]1O)C(=O)OC(C)(C)C Tert-butyl (3R,4S)-3-fluoro-4-hydroxypiperidine-1-carboxylate